CN1C2=C(OC[C@@H](C1=O)NC(C(=O)NCCC1=CC=CC=C1)=O)C=CC(=C2)C#CC=2C=NN(C2)C (S)-N1-(5-methyl-7-((1-methyl-1H-pyrazol-4-yl)ethynyl)-4-oxo-2,3,4,5-tetrahydrobenzo[b][1,4]oxazepin-3-yl)-N2-phenethyloxalamide